COC1=CC=C(C=C1)S(=O)(=O)OC1=C(C=CC=C1)NC(=O)NC1=C(C=CC=C1)OS(=O)(=O)C1=CC=C(C=C1)OC N,N'-di-[2-(p-methoxybenzenesulfonyloxy)phenyl]urea